C(C)O[Si]1(N(CCC1)C[Si](OCC)(OCC)OCC)C 2-ethoxy-2-methyl-1-triethoxysilylmethyl-1-aza-2-silacyclopentane